C(O)C(CC(S(=O)(=O)O)NC)(CO)CO trimethylol-methylaminopropanesulfonic acid